(hydroxybenzyl)benzo[d]isothiazolone OC(C1=CC=CC=C1)C1=NS(C2=C1C=CC=C2)=O